(S)-2-amino-3-oxo-3-((1-(m-tolyl)-1H-indazol-6-yl)amino)propyl dimethylglycinate dihydrochloride Cl.Cl.CN(CC(=O)OC[C@@H](C(NC1=CC=C2C=NN(C2=C1)C=1C=C(C=CC1)C)=O)N)C